C(CCCCCCC\C=C/C\C=C/CCCCC)(=O)OC1=CC=C(C=C1)CC(=O)NCCCN1CCN(CC1)CCCNC(CC1=CC=C(C=C1)OC(CCCCCCC\C=C/C\C=C/CCCCC)=O)=O [4-[2-[3-[4-[3-[[2-[4-[(9Z,12Z)-Octadeca-9,12-dienoyl]oxyphenyl]acetyl] amino]propyl]piperazin-1-yl]propylamino]-2-oxoethyl]phenyl] (9Z,12Z)-octadeca-9,12-dienoate